(Z)-N-hydroxy-6-(4-((2,2-difluorobenzo[d][1,3]dioxol-5-yl)methylene)-2,5-dioxoimidazolidin-1-yl)hexanamide ONC(CCCCCN1C(N\C(\C1=O)=C/C1=CC2=C(OC(O2)(F)F)C=C1)=O)=O